ClC1=CC=C(C=2NN=NC21)[N+](=O)[O-] 4-chloro-7-nitro-1,2,3-benzotriazole